Cl.Cl.NC\C=C(\CN1C(=C(C2=NC=CC=C21)C(O)C=2C=NC(=CC2)S(=O)(=O)C)C(C)C)/F (Z)-(1-(4-amino-2-fluorobut-2-en-1-yl)-2-isopropyl-1H-pyrrolo[3,2-b]pyridin-3-yl)(6-(methylsulfonyl)pyridin-3-yl)methanol dihydrochloride